3-fluoro-4-[(2-fluoro-4-iodophenyl)amino]-1-methylpyrido[2,3-d]pyridazine-2,5-dione FC1C(=C2C(=CN=NC2=O)N(C1=O)C)NC1=C(C=C(C=C1)I)F